ClC=1C=C(C=NC1)C(C(=O)N[C@H](C(=O)O)CCN(CCCCC1=NC=2NCCCC2C=C1)C[C@@H](CF)OC)(C)C (S)-2-(2-(5-chloropyridin-3-yl)-2-methylpropanamido)-4-(((S)-3-fluoro-2-methoxypropyl)(4-(5,6,7,8-tetrahydro-1,8-naphthyridin-2-yl)butyl)amino)butanoic acid